tert-butyl (1S,2R,5R)-2-((Z)-but-2-en-1-yl)-3,8-diazabicyclo[3.2.1]octane-8-carboxylate C(\C=C/C)[C@@H]1[C@@H]2CC[C@H](CN1)N2C(=O)OC(C)(C)C